(3S)-1-[(4S)-7-(3,5-Dimethylisoxazol-4-yl)-4-pyridin-3-yl-4,5-dihydroimidazo[1,5,4-de][1,4]benzoxazin-2-yl]pyrrolidin-3-ol CC1=NOC(=C1C1=CC=C2C=3N([C@H](COC31)C=3C=NC=CC3)C(=N2)N2C[C@H](CC2)O)C